ClC1=CC(=C(C=C1Cl)OC1=C(C=C(C(=C1)Cl)Cl)I)I 4,5-dichloro-2-iodophenyl ether